(1r,3r)-3-[[3-amino-4-(6,7-difluoro-1H-indazol-4-yl)-2-oxo-1H-1,7-phenanthrolin-6-yl]oxy]cyclobutane-1-carbonitrile NC=1C(NC2=C3C=CC=NC3=C(C=C2C1C1=C2C=NNC2=C(C(=C1)F)F)OC1CC(C1)C#N)=O